2-allyl-6-[p-(2-fluoroethoxy)phenylamino]-1-[6-(4-piperidyloxy)-2-pyridyl]-1,2-dihydro-3H-1,2,5,7-tetraazainden-3-one trifluoroacetic acid salt FC(C(=O)O)(F)F.C(C=C)N1N(C2=NC(=NC=C2C1=O)NC1=CC=C(C=C1)OCCF)C1=NC(=CC=C1)OC1CCNCC1